S(OC1=CC=C(C=C1)OCC1=C(C=C(C=C1F)C1=CC(N(C=C1)C)=O)F)(=O)(=O)F 4-((2,6-difluoro-4-(1-methyl-2-oxo-1,2-dihydropyridin-4-yl)benzyl)oxy)phenyl sulfurofluoridate